Cl.N[C@H]1COCC[C@H]1O 2-amino-1,5-anhydro-2,4-dideoxy-D-erythro-pentitol hydrochloride